N1=CC=CC2=CC=CC(=C12)N[C@H]1CN(CC1)CC(=O)N1[C@@H](CCC1)C#N (2S)-1-[2-[(3R)-3-(8-quinolylamino)pyrrolidin-1-yl]acetyl]pyrrolidine-2-carbonitrile